BrC1=CC=C(OCC=2C=NC=C(C2)C2(COC2)F)C=C1 3-((4-bromophenoxy)methyl)-5-(3-fluorooxetan-3-yl)pyridine